N1C=NC2=C1C=CC(=C2)NC=2N=NC(=CC2C(=O)OC)C methyl 3-(1H-benzimidazol-5-ylamino)-6-methyl-pyridazine-4-carboxylate